methyl 5-(2-oxo-3-(3,4,5-trifluorobenzyl)pyrrolidin-1-yl)-3-(pyridazin-4-yl)-1-((2-(trimethylsilyl)ethoxy)methyl)-1H-pyrrole-2-carboxylate O=C1N(CCC1CC1=CC(=C(C(=C1)F)F)F)C1=CC(=C(N1COCC[Si](C)(C)C)C(=O)OC)C1=CN=NC=C1